trans-2-((benzyloxy)methyl)-5-methoxy-5-methyltetrahydro-2H-pyran C(C1=CC=CC=C1)OC[C@@H]1OC[C@@](CC1)(C)OC